OC1=CC=C(O1)C(=O)SCCNC(CCNC([C@@H](C(COP(OP(OC[C@@H]1[C@H]([C@H]([C@@H](O1)N1C=NC=2C(N)=NC=NC12)O)OP(=O)(O)O)(=O)O)(=O)O)(C)C)O)=O)=O S-(5-Hydroxy-2-furoyl)-CoA